6-[[3-(2,2-difluoroethoxy)-5-fluoro-2-pyridyl]oxy]-N-(4-isopropyl-1,1-dioxo-thian-4-yl)-3-methyl-imidazo[1,2-a]pyridine-2-carboxamide FC(COC=1C(=NC=C(C1)F)OC=1C=CC=2N(C1)C(=C(N2)C(=O)NC2(CCS(CC2)(=O)=O)C(C)C)C)F